OC1C(N(CC1O)C1=NC(=CC(=C1)C(F)(F)F)C([2H])([2H])[2H])=O 3,4-dihydroxy-1-(6-(methyl-d3)-4-(trifluoromethyl)pyridin-2-yl)pyrrolidin-2-one